P(=S)(O)(O)OC[C@@H]1[C@H]([C@H]([C@@H](O1)N1C=NC=2C(O)=NC=NC12)O)O.P(=O)(O)(O)O monophosphate-inosine monothiophosphate